5-((R)-(3-cyanophenyl)(cyclopropylmethylamino)methyl)-2-fluoropyrrolidine-1,2-dicarboxamide C(#N)C=1C=C(C=CC1)[C@H](C1CCC(N1C(=O)N)(C(=O)N)F)NCC1CC1